ClC1=C(C=CC(=C1)Cl)NC1=NC(=CC(=N1)OCC1=C(C=CC=C1)C(C(=O)[O-])=COC)C(F)(F)F 2-[[[2-[(2,4-dichlorophenyl)amino]-6-(trifluoromethyl)-4-pyrimidinyl] oxy] methyl]-α-(methoxymethylene)benzeneacetate